tert-butyl (1S,3R,5R)-3-((6-bromopyridazin-3-yl) oxy)-2,2-difluoro-1,5-dimethyl-8-azabicyclo[3.2.1]octane-8-carboxylate BrC1=CC=C(N=N1)O[C@H]1C([C@@]2(CC[C@](C1)(N2C(=O)OC(C)(C)C)C)C)(F)F